NC1=C(C(=CC=C1)Cl)NC1CCN(CC1)C(CC1=CC=C(C=C1)C(F)(F)F)=O 1-(4-((2-amino-6-chlorophenyl)amino)piperidin-1-yl)-2-(4-(trifluoromethyl)phenyl)ethan-1-one